cobalt ((2R,3R,4R,5R)-5-(5-methyl-2,4-dioxopyrimidin-1(2H)-yl)-4-methoxy-tetrahydrofuran-2-yl)-methyl butyl hydrogen phosphate P(=O)(OC[C@@H]1O[C@H]([C@@H](C1)OC)N1C(NC(C(=C1)C)=O)=O)(OCCCC)O.[Co]